C(CC)C=1C=C(COCCCCCCN2C[C@@H]([C@H]([C@@H]([C@H](C2)O)O)O)O)C=CC1CCC (3S,4R,5R,6S)-1-{6-[(3,4-dipropylbenzyl)oxy]hexyl}-3,4,5,6-azepanetetrol